ClC1=C(C(=C(C=C1OC)OC)Cl)C1=NC(=C2C=C(N=CC2=C1)N[C@H]1[C@H](CN(C1)C=1C=NN(C1)C)NC(C=C)=O)NC1COC1 N-((3S,4R)-4-((7-(2,6-dichloro-3,5-dimethoxyphenyl)-5-(oxetan-3-ylamino)-2,6-naphthyridin-3-yl)amino)-1-(1-methyl-1H-pyrazol-4-yl)pyrrolidin-3-yl)acryl-amide